N-(2-(5-methyl-4H-1,2,4-triazol-3-yl)thiophen-3-yl)-2-(naphthalen-1-yl)acetamide CC=1NC(=NN1)C=1SC=CC1NC(CC1=CC=CC2=CC=CC=C12)=O